Perfluorophenyl (S)-22-((((9H-fluoren-9-yl)methoxy)carbonyl)amino)-21-oxo-2,5,8,11,14,17-hexaoxa-20-azapentacosan-25-oate C1=CC=CC=2C3=CC=CC=C3C(C12)COC(=O)N[C@H](C(NCCOCCOCCOCCOCCOCCOC)=O)CCC(=O)OC1=C(C(=C(C(=C1F)F)F)F)F